ClC1=C(C=C(NC2=CC=C(C(=N2)C(=O)NCC(C)(C)C)OC)C=C1)C 6-(4-chloro-3-methyl-anilino)-N-(2,2-dimethylpropyl)-3-methoxy-pyridine-2-carboxamide